4-(6-(6-((5-fluoro-6-methoxypyridin-3-yl)methyl)-3,6-diazabicyclo[3.1.1]heptan-3-yl)pyridin-3-yl)-6-(2-hydroxyethoxy)-1-methyl-1H-indazole-3-carbonitrile FC=1C=C(C=NC1OC)CN1C2CN(CC1C2)C2=CC=C(C=N2)C2=C1C(=NN(C1=CC(=C2)OCCO)C)C#N